(2-bromo-4-chlorophenyl)(methyl)sulfane BrC1=C(C=CC(=C1)Cl)SC